C(C)(C)(C)OC(=O)NCC1=CC=C(C=C1)NC(=O)C1=CC2=C(OCCC3=C2SC=C3)C=C1C1=C(C(=O)OC)C=CC=C1 methyl 2-(9-((4-(((tert-butoxycarbonyl)amino)methyl)phenyl)carbamoyl)-4,5-dihydrobenzo[b]thieno[2,3-d]oxepin-8-yl)benzoate